C(C)OC(=O)C1=NNC=2CC(CCC12)C 6-methyl-1,4,5,7-tetrahydroindazole-3-carboxylic acid ethyl ester